OC=1C=C(C=C(C1)O)CC(=O)OCCCCCCCCCCCCCCCCCCCCC heneicosyl 3,5-dihydroxyphenylacetate